(E)-3-[3-Butoxy-4-(morpholin-4-ylmethyl)phenyl]-1-(2-hydroxy-4-methylphenyl)prop-2-en-1-one C(CCC)OC=1C=C(C=CC1CN1CCOCC1)/C=C/C(=O)C1=C(C=C(C=C1)C)O